C1(\C=C\C(=O)O1)=O trans-butenedioic anhydride